Cl.OC1(CCNCC1)CN1C(C(=CC1=O)C1=CC=CC=C1)=O 1-((4-Hydroxypiperidin-4-yl)methyl)-3-phenyl-1H-pyrrole-2,5-dione hydrochloride